1-(2-fluoro-6-(methoxymethoxy)-4-methylphenyl)-4-(methylthio)pyrrolo[1,2-d][1,2,4]triazine FC1=C(C(=CC(=C1)C)OCOC)C=1C=2N(C(=NN1)SC)C=CC2